S1C2=C(C=C1C1CC(CC1)N)SC=C2 3-(thieno[3,2-b]thiophen-2-yl)cyclopentaneamine